7-fluoro-N-(6-(4-isopropyl-4H-1,2,4-triazol-3-yl)pyridin-2-yl)-3-oxo-3,4-dihydro-2H-benzo[b][1,4]oxazine-6-carboxamide FC=1C(=CC2=C(OCC(N2)=O)C1)C(=O)NC1=NC(=CC=C1)C1=NN=CN1C(C)C